4-[3-(4-chlorophenyl)-5-(1-methyl-4-piperidinyl)-1H-pyrazol-4-yl]-pyrimidine ClC1=CC=C(C=C1)C1=NNC(=C1C1=NC=NC=C1)C1CCN(CC1)C